S1C=NC(=C1)C1N(C(C(C(C1C)=O)C)C=1N=CSC1)C 2,6-Di(thiazol-4-yl)-3,5-dimethyl-N-methyl-4-piperidon